[C@H]12COC[C@H](CC(C1)C=1C=C(C(=NC1)[C@H](C)OC)C=1N(C3=CC=C(C=C3C1CC(CO)(C)C)Br)CC)N2 3-(2-(5-((1R,5S,7r)-3-oxa-9-azabicyclo[3.3.1]nonan-7-yl)-2-((S)-1-methoxyethyl)pyridin-3-yl)-5-bromo-1-ethyl-1H-indol-3-yl)-2,2-dimethylpropan-1-ol